N-(3-chloro-5-(methylsulfonylamino)phenyl)-4-(piperazin-1-yl)thiophene-2-carboxamide ClC=1C=C(C=C(C1)NS(=O)(=O)C)NC(=O)C=1SC=C(C1)N1CCNCC1